(5-(methoxymethyl)thiazol-2-yl)methylamine hydrogen chloride Cl.COCC1=CN=C(S1)CN